1-(6-((3-(3-amino-6-(5-fluoro-2-hydroxyphenyl)pyridazin-4-yl)-3,8-diazabicyclo[3.2.1]octan-8-yl)methyl)pyridazin-3-yl)dihydropyrimidine-2,4(1H,3H)-dione NC=1N=NC(=CC1N1CC2CCC(C1)N2CC2=CC=C(N=N2)N2C(NC(CC2)=O)=O)C2=C(C=CC(=C2)F)O